tert-butyl N-[(1S)-1-{[4-(hydroxymethyl)-2,5-dimethylphenyl]carbamoyl}ethyl]carbamate OCC1=CC(=C(C=C1C)NC(=O)[C@H](C)NC(OC(C)(C)C)=O)C